NC=1C=C(C=CC1)C=CC1=CC=C(C=C1)N 3,4'-diaminostilbene